FC(OC=1C=C2C=NNC2=CC1N)(F)F 5-(trifluoromethoxy)-1H-indazol-6-amine